CN(C(OC1=CC2=C(CNC(O2)=O)C=C1)=O)C 2-oxo-3,4-dihydro-2H-benzo[e][1,3]oxazin-7-yl dimethylcarbamate